3-[6-[2-(2-aminoethoxy)ethoxy]-1-oxo-isoindolin-2-yl]-1-methyl-piperidine-2,6-dione NCCOCCOC1=CC=C2CN(C(C2=C1)=O)C1C(N(C(CC1)=O)C)=O